ClCC=1C=C(C=NC1C)OC(C(CC1=C(C2=C(N(N=N2)C2CC2)C=C1)C)(C)C)=O (5-(chloromethyl)-6-methylpyridin-3-yl)-3-(1-cyclopropyl-4-methyl-1H-benzo[d][1,2,3]triazol-5-yl)-2,2-dimethylpropanoate